2-imino-3-(naphthalen-2-yl)thiazolidin-4-one N=C1SCC(N1C1=CC2=CC=CC=C2C=C1)=O